CN(C1CC2CCC(C1)N2C(=O)OC(C)(C)C)C2=CC=C1C(=N2)OCCC2=C1C=CC(=C2)C=2C=NN(C2)C2OCCCC2 tert-butyl (exo)-3-(methyl(9-(1-(tetrahydro-2H-pyran-2-yl)-1H-pyrazol-4-yl)-6,7-dihydrobenzo[4,5]oxepino[2,3-b]pyridin-3-yl)amino)-8-azabicyclo[3.2.1]octane-8-carboxylate